[1,1'-biphenyl]-4-yl-9,9-dimethyl-N-[4-(9-phenyl-9H-carbazole-3-yl)phenyl]-9H-fluorene-2-amine C1(=CC=C(C=C1)C1=C(C=CC=2C3=CC=CC=C3C(C12)(C)C)NC1=CC=C(C=C1)C=1C=CC=2N(C3=CC=CC=C3C2C1)C1=CC=CC=C1)C1=CC=CC=C1